aluminum kalium [K].[Al]